Methoxid C[O-]